FC1=CC=C(C=C1)[C@@H]1N(OCC1)C1=CC(=NC=N1)NC1=CC(=C(C=C1)N1CCC(CC1)N1CCN(CC1)C)OC (R)-6-(3-(4-fluorophenyl)isooxazolidin-2-yl)-N-(3-methoxy-4-(4-(4-methylpiperazin-1-yl)piperidin-1-yl)phenyl)pyrimidin-4-amine